OC[C@@H]1CN(CC1)C=1C=C2C(=CC=NC2=CC1)C(=O)OC(C)(C)C tert-Butyl (S)-6-(3-(hydroxymethyl)pyrrolidin-1-yl)quinoline-4-carboxylate